(S)-1-((R)-8-(4'-(1-aminocyclopropyl)-6-methoxybiphenyl-3-ylsulfonyl)-1-oxa-8-azaspiro[4.5]decan-3-ylamino)-3-(3-(cyclopropylsulfonyl)phenoxy)propan-2-ol NC1(CC1)C1=CC=C(C=C1)C1=CC(=CC=C1OC)S(=O)(=O)N1CCC2(C[C@H](CO2)NC[C@@H](COC2=CC(=CC=C2)S(=O)(=O)C2CC2)O)CC1